CC=1SC=C(N1)[C@H]1N(OCC1)C=O [(3S)-3-(2-methylthiazol-4-yl)isoxazolidin-2-yl]methanone